COC(/C=C/C=1C=C(C(=O)OCC2=CC=CC=C2)C=CC1)=O benzyl 3-[(E)-3-methoxy-3-oxo-prop-1-enyl]benzoate